N4-(piperidin-4-yl)-8-(propan-2-yl)pyrazolo[1,5-A][1,3,5]triazine-2,4-diamine N1CCC(CC1)NC1=NC(=NC=2N1N=CC2C(C)C)N